F[C@H]1[C@@H](C[C@]2(CCC[C@@H]1N2C)C)N(C2=CC=C(N=N2)C2=C(C=C(C=C2)N2N=C(N=N2)C)O)C 2-(6-(((1R,3R,4R,5S)-4-fluoro-1,9-dimethyl-9-azabicyclo[3.3.1]nonan-3-yl)(methyl)amino)pyridazin-3-yl)-5-(5-methyl-2H-tetrazol-2-yl)phenol